(2S)-3-{3-[3-(3-Hydroxyphenyl)-2-oxoimidazolidin-1-yl]phenyl}-2-[(3R)-pyrrolidin-3-yl]propanoic acid hydrochloride Cl.OC=1C=C(C=CC1)N1C(N(CC1)C=1C=C(C=CC1)C[C@H](C(=O)O)[C@@H]1CNCC1)=O